butyl 3-(1-(4-chloro-2-(2-(1,3-dioxoisoindolin-2-yl)ethyl)-7-phenyl-2H-indazol-6-yl)ethylcarbamoyl)pyrazolo[1,5-a]pyrimidin-2-ylcarbamate ClC=1C2=CN(N=C2C(=C(C1)C(C)NC(=O)C=1C(=NN2C1N=CC=C2)NC(OCCCC)=O)C2=CC=CC=C2)CCN2C(C1=CC=CC=C1C2=O)=O